5-[3-[[(2R)-azetidin-2-yl]methoxy]-5-methyl-isoxazol-4-yl]-N-(2,6-dimethylpyrimidin-4-yl)pyrazolo[1,5-a]pyridin-2-amine N1[C@H](CC1)COC1=NOC(=C1C1=CC=2N(C=C1)N=C(C2)NC2=NC(=NC(=C2)C)C)C